C1(CCCCC1)C=1C=C(C(=CC1O)O)C(C1=CC=C(C=C1)O)C1=CC(=C(C=C1O)O)C1CCCCC1 bis(3-cyclohexyl-6-hydroxy-4-hydroxyphenyl)-4-hydroxyphenyl-methane